tert-butyl ((E)-((tert-butoxycarbonyl)imino)((2S,3S)-2-(3-(4-(3-cyclohexylpropoxy)-3-(trifluoromethyl)phenyl)-1,2,4-oxadiazol-5-yl)-3-hydroxypyrrolidin-1-yl)methyl)carbamate C(C)(C)(C)OC(=O)\N=C(\N1[C@@H]([C@H](CC1)O)C1=NC(=NO1)C1=CC(=C(C=C1)OCCCC1CCCCC1)C(F)(F)F)/NC(OC(C)(C)C)=O